ClC1=CC=C(C=C1C1=CC=CC(=C1Cl)N)N 6,6'-dichloro-3,5'-diaminobiphenyl